tert-butyl (2-((4-(N-(3,5-dichloro-4-(3-chloropropoxy)phenyl)acetamido)phenoxy)methyl)allyl)(methylsulfonyl)carbamate ClC=1C=C(C=C(C1OCCCCl)Cl)N(C(C)=O)C1=CC=C(OCC(CN(C(OC(C)(C)C)=O)S(=O)(=O)C)=C)C=C1